N-(5-((2-((1R,4S)-2-azabicyclo[2.2.1]heptan-2-yl)ethyl)carbamoyl)-2-methylpyridin-3-yl)-2-(1,5-dimethyl-1H-pyrazol-4-yl)pyrazolo[5,1-b]thiazole-7-carboxamide [C@@H]12N(C[C@@H](CC1)C2)CCNC(=O)C=2C=C(C(=NC2)C)NC(=O)C=2C=NN1C2SC(=C1)C=1C=NN(C1C)C